(R)-8-chloro-2-(3-methylmorpholinyl)-1,7-naphthyridin-4-ol ClC=1N=CC=C2C(=CC(=NC12)N1[C@@H](COCC1)C)O